(R)-5-(5-((1R,4R,7R)-7-amino-2-azabicyclo[2.2.1]heptane-2-carbonyl)-7-fluoro-1-methyl-1H-benzo[d]imidazol-2-yl)-3-cyclopropyl-2,3-dihydro-1H-pyrrolo[1,2,3-de]quinoxaline-7-carbonitrile N[C@H]1[C@@H]2N(C[C@H]1CC2)C(=O)C2=CC1=C(N(C(=N1)C1=CC3=C4N1[C@@H](CNC4=CC=C3C#N)C3CC3)C)C(=C2)F